4-[(2S,3S)-2-(2-chloro-3-methyl-phenyl)pyrrolidine-3-yl]morpholine hydrochloride Cl.ClC1=C(C=CC=C1C)[C@@H]1NCC[C@@H]1N1CCOCC1